C1=CC(=CC=C1CC(C#N)C2=CC=C(C=C2)O)O The molecule is a nitrile that is acetonitrile in which one of the hydrogens is replaced by a 4-hydroxyphenyl group while a second hydrogen is replaced by a 4-hydroxybenzyl group. It is a specific agonist for estrogen receptor beta (ERbeta). It has a role as an estrogen receptor agonist. It is a member of phenols and a nitrile.